3-[[7-(5-methyl-1,2,4-oxadiazol-3-yl)-1-isoquinolinyl]amino]-N-[4-methyl-5-(3-propoxyoxetan-3-yl)thiazol-2-yl]propionamide CC1=NC(=NO1)C1=CC=C2C=CN=C(C2=C1)NCCC(=O)NC=1SC(=C(N1)C)C1(COC1)OCCC